tert-butyl (R)-3-((6-(6-cyclopropyl-7-methoxyimidazo[1,2-b]pyridazin-3-yl)-3-((triisopropylsilyl)ethynyl)pyridin-2-yl)amino)piperidine-1-carboxylate C1(CC1)C=1C(=CC=2N(N1)C(=CN2)C2=CC=C(C(=N2)N[C@H]2CN(CCC2)C(=O)OC(C)(C)C)C#C[Si](C(C)C)(C(C)C)C(C)C)OC